OC1(C(C(=O)NC1=O)(O)O)O tetra-hydroxysuccinimide